trans-(1R,2R)-cyclohexanediamine platinum nitrate [N+](=O)([O-])[O-].[Pt+2].C1(CCCCC1)(N)N.[N+](=O)([O-])[O-]